2,7-dimethyl-1H-indene CC=1CC2=C(C=CC=C2C1)C